FC1(CCC2=C1N=C(N=C2C2=CC1=C(CNCCO1)C=C2)N2[C@H]([C@@H](C2)O)C)F (2S,3R)-1-[7,7-difluoro-4-(2,3,4,5-tetrahydro-1,4-benzoxazepin-8-yl)-5,6-dihydrocyclopenta[d]pyrimidin-2-yl]-2-methyl-azetidin-3-ol